(S)-1-(4-methylbenzyl)-3-(4-((pyrimidin-2-ylamino)methyl)piperidin-1-yl)pyrrolidin-2-one CC1=CC=C(CN2C([C@H](CC2)N2CCC(CC2)CNC2=NC=CC=N2)=O)C=C1